C(CCCCCCCCCCC)C1=CC(=C(C(=C1)C(C)(C)C)O)C(C)(C)C 4-dodecyl-2,6-di-tert-butyl-phenol